3-(hydroxymethyl)oxetan OCC1COC1